undecano-11-lactam C1(CCCCCCCCCCN1)=O